C1(CCC1)C1=CC(=C(C(=O)N2CCC(CC2)(F)C2=CC=C(C#N)C=C2)C=C1C1=NN=C(N1)[C@H]1OCCC1)C (S)-4-(1-(4-cyclobutyl-2-methyl-5-(5-(tetrahydrofuran-2-yl)-4H-1,2,4-triazol-3-yl)benzoyl)-4-fluoropiperidin-4-yl)benzonitrile